octyltrichlorosilane C(CCCCCCC)[Si](Cl)(Cl)Cl